6-{6-methyl-4-[(1-methylcyclopropyl)amino]furo[2,3-d]pyrimidine-5-carbonyl}-5,6,7,8-tetrahydro-1,6-naphthyridin-3-ol CC1=C(C2=C(N=CN=C2NC2(CC2)C)O1)C(=O)N1CC=2C=C(C=NC2CC1)O